1-(3-methylphenyl)-1H-benzimidazol CC=1C=C(C=CC1)N1C=NC2=C1C=CC=C2